(6S,7S)-6-(2,6-difluoro-4-((1-isobutylazetidin-3-yl)oxy)benzeneYl)-7-isobutyl-8-methyl-6,7,8,9-tetrahydro-3H-pyrazolo[3,4-H]Isoquinoline FC1=C(C(=CC(=C1)OC1CN(C1)CC(C)C)F)[C@H]1[C@@H](N(CC=2C3=C(C=CC12)NN=C3)C)CC(C)C